(S)-3-bromo-5-(3-methoxypiperidin-1-yl)pyridine BrC=1C=NC=C(C1)N1C[C@H](CCC1)OC